COC=1C=C(C=CC1)C(C)(C)C1=CC=C2C(=CC(NC2=C1)(C)C)C 7-(2-(3-Methoxy-phenyl)propan-2-yl)-2,2,4-trimethyl-1,2-dihydroquinoline